[V].[Nb].[Mo] molybdenum niobium-vanadium